NC1=NC=CC(=C1)C1=C(NC2=C(C=CC=C12)[C@H](C)N1C(OC2(CC(C2)CN)C1)=O)C(=O)O 3-(2-aminopyridin-4-yl)-7-[(1S)-1-[(2r,4r)-2-(aminomethyl)-6-oxo-5-oxa-7-azaspiro[3.4]oct-7-yl]ethyl]-1H-indole-2-carboxylic acid